CC1=CC(NC=2N=CN=CC21)=O 5-methylpyrido[2,3-d]pyrimidin-7(8H)-one